tert-Butyl 3-(4-fluoro-1-{[3-(pyridin-4-yl)-1,2,4-oxadiazol-5-yl]methyl}-1H-indazol-3-yl)azetidine-1-carboxylate FC1=C2C(=NN(C2=CC=C1)CC1=NC(=NO1)C1=CC=NC=C1)C1CN(C1)C(=O)OC(C)(C)C